COC=1C=C(C=CC1)NC(N(C)C1=CC=2OC(C(=CC2S1)C(=O)O)=O)=O 2-(3-(3-methoxyphenyl)-1-methylureido)-5-oxo-5H-thieno[3,2-b]pyran-6-carboxylic acid